ClC=1C=C2C(=NC(=NC2=C(C1C1=CC(=CC2=CC=CC=C12)O)F)OCC1(CC1)CN(C)C)N1[C@@H]2[C@@H](N[C@H](C1)CC2)CC 4-(6-chloro-2-((1-((dimethylamino)methyl)cyclopropyl)methoxy)-4-((1S,4S,6S)-6-ethyl-2,5-diazabicyclo[2.2.2]octan-2-yl)-8-fluoroquinazolin-7-yl)naphthalen-2-ol